1-benzyl-6,7,8,9-tetrahydro-1H-cyclopenta[a]naphthalene C(C1=CC=CC=C1)C1C=CC=2C1=C1CCCCC1=CC2